(1R,6S,7S,8S)-8-((2-chloropyrrolo[2,1-f][1,2,4]triazin-4-yl)amino)tricyclo[4.2.2.02,5]decane-7-carboxylic acid ethyl ester C(C)OC(=O)[C@H]1[C@@H]2C3CCC3[C@H]([C@@H]1NC1=NC(=NN3C1=CC=C3)Cl)CC2